4-chloro-5-methyl-1H-quinolin-2-one ClC1=CC(NC2=CC=CC(=C12)C)=O